1-(3,4-difluorophenyl)-9-(6-(4-fluorophenyl)-3-oxo-2,3-dihydropyridazin-4-yl)-1,9-diazaspiro[5.5]undecane-2-one FC=1C=C(C=CC1F)N1C(CCCC12CCN(CC2)C=2C(NN=C(C2)C2=CC=C(C=C2)F)=O)=O